2-((1S,2R,4aR,6aR,6bS,8aR,12aS,14aR,14bS)-11-cyano-1,2,6a,6b,9,9,12a-heptamethyl-10,14-dioxo-1,3,4,5,6,6a,6b,7,8,8a,9,10,12a,14,14a,14b-hexadecahydropicen-4a(2H)-yl)-N-methylacetamide C(#N)C=1C(C([C@@H]2CC[C@]3([C@@]4(CC[C@]5(CC[C@H]([C@@H]([C@H]5[C@H]4C(C=C3[C@]2(C1)C)=O)C)C)CC(=O)NC)C)C)(C)C)=O